CC=1C(=C(C=CC1)CC(=O)OCC)C1CCC(CC1)OC(=C)C(F)(F)F ethyl 2-(3-methyl-2-((1r,4r)-4-((3,3,3-trifluoroprop-1-en-2-yl)oxy)cyclohexyl)phenyl)acetate